1,3-butylene glycol acetate C(C)(=O)O.C(CC(C)O)O